CC=1N=C(NC1C)C1=NC=CC(=C1)C=1C=NC=C(C1)N 2'-(4,5-Dimethyl-1H-imidazol-2-yl)-3,4'-bipyridin-5-amin